C(C)(C)(C)OC(=O)N([C@@H](C(C1=CC=CC=C1)(C)C)C(=O)N[C@@H](C(C)(C)C)C(=O)N(C)[C@@H](C(C)C)\C=C(\C(=O)OCC)/C)C N-(tert-butoxycarbonyl)-N,β,β-trimethyl-L-phenylalanyl-N-[(3S,4E)-6-ethoxy-2,5-dimethyl-6-oxohex-4-en-3-yl]-N,3-dimethyl-L-valinamide